methyl (S)-2-(4-(6-((4-(cyclopropanecarbonyl)-2-fluorobenzyl)oxy)pyridin-2-yl)-2-fluorobenzyl)-1-(oxetan-2-ylmethyl)-1H-benzo[d]imidazole-6-carboxylate C1(CC1)C(=O)C1=CC(=C(COC2=CC=CC(=N2)C2=CC(=C(CC3=NC4=C(N3C[C@H]3OCC3)C=C(C=C4)C(=O)OC)C=C2)F)C=C1)F